2-Fluoro-5-bromoselenophene FC=1[Se]C(=CC1)Br